NC=1C2=C(N(C(N1)=O)C(C)C1COC1)N=C(C=C2)C2CC2 amino-7-cyclopropyl-1-[1-(oxetan-3-yl)ethyl]pyrido[2,3-d]pyrimidin-2-one